1-[10-(3,4-difluorophenyl)-12-iodo-11-isopropyl-2,4,5,10-tetrazatricyclo[7.3.0.03,7]dodeca-1,3(7),5,8,11-pentaen-4-yl]-2,2-dimethyl-propan-1-one FC=1C=C(C=CC1F)N1C2=CC=3C=NN(C3N=C2C(=C1C(C)C)I)C(C(C)(C)C)=O